C1=NC=C(C2=CC=CC=C12)N1C(N(C[C@H]1C#N)C1=NC(=CC=C1OC)C(F)(F)F)=O (S)-3-(isoquinolin-4-yl)-1-(3-methoxy-6-(trifluoromethyl)pyridin-2-yl)-2-oxoimidazolidine-4-carbonitrile